6-fluoro-4-methoxy-5-(trifluoromethyl)-2-[4-(trifluoromethyl)-2-thiazolyl]pyrimidine FC1=C(C(=NC(=N1)C=1SC=C(N1)C(F)(F)F)OC)C(F)(F)F